ClC1=NC=C(C=N1)C(CC1OC1)O 1-(2-chloropyrimidin-5-yl)-2-(oxiran-2-yl)ethan-1-ol